[C@@H]([C@H](C(=O)O)O)(C(=O)O)N The molecule is a 3-hydroxy-D-aspartic acid in which the carbon bearing the hydroxy substituent has R configuration. It is a conjugate acid of a (3R)-3-hydroxy-D-aspartate(1-). It is an enantiomer of a (3S)-3-hydroxy-L-aspartic acid.